5-(2,5-dichlorothiophene-3-sulfonylamino)thiazole-4-carboxylic acid ClC=1SC(=CC1S(=O)(=O)NC1=C(N=CS1)C(=O)O)Cl